4-cyclopropyl-6-(6-cyclopropyl-4-{4-fluoro-2-[(3-fluoro-1-azetidinyl)carbonyl]phenyl}-2-pyridyl)-1,6-dihydro-1,6-diaza-7-indenone C1(CC1)C=1C=2C=CNC2C(N(C1)C1=NC(=CC(=C1)C1=C(C=C(C=C1)F)C(=O)N1CC(C1)F)C1CC1)=O